4-methyl-N-(naphthalen-1-yl)benzamide CC1=CC=C(C(=O)NC2=CC=CC3=CC=CC=C23)C=C1